CN1CCN(CC1)C=1C=CC(=NC1)NC=1C=CC(=C2CNC(C12)=O)C1=NN=C2N1C=CC=C2 7-[[5-(4-methylpiperazin-1-yl)-2-pyridyl]amino]-4-([1,2,4]triazolo-[4,3-a]pyridin-3-yl)isoindolin-1-one